BrC(C(=O)OCCCCCCCC)C n-octyl 2-bromopropionate